(S)-2-amino-2-phenylethan-1-ol N[C@H](CO)C1=CC=CC=C1